ethyl 5-(2-(benzyloxy)phenyl)-1-methyl-1H-pyrazole-3-carboxylate C(C1=CC=CC=C1)OC1=C(C=CC=C1)C1=CC(=NN1C)C(=O)OCC